8-bromo-4,6-dimethylnonylpropoxymethyl ether BrC(CC(CC(CCCC(OCCC)OC(CCCC(CC(CC(C)Br)C)C)OCCC)C)C)C